2-(1-((2-chloro-2-(pyridin-3-yl)ethyl)(2,4-dimethoxybenzyl)amino)cyclopropyl)acetonitrile ClC(CN(C1(CC1)CC#N)CC1=C(C=C(C=C1)OC)OC)C=1C=NC=CC1